NC=1C(NC2=C3C=CC=NC3=C(C=C2C1C1=C2C=NNC2=C(C=C1)F)C1CC(C1)(F)F)=O 3-Amino-6-(3,3-difluorocyclobutyl)-4-(7-fluoro-1H-indazol-4-yl)-1H-1,7-phenanthrolin-2-one